Cl.Cl.C(C)OC([C@H](CCC1=NC2=C(N1C)C=CC(=C2)N(CCCl)CCCl)NC([C@H](CC(C)C)N)=O)=O (2S)-2-[[(2S)-2-amino-4-methyl-pentanoyl]amino]-4-[5-[bis(2-chloroethyl)amino]-1-methyl-benzimidazol-2-yl]butanoic acid ethyl ester dihydrochloride